C(C)OC(=O)C1=C2N(C=NC2=NC(=N1)N1C=NC=C1)COCC[Si](C)(C)C 2-(1H-imidazol-1-yl)-7-((2-(trimethylsilyl)ethoxy)methyl)-7H-purine-6-carboxylic acid ethyl ester